(5-([BUTYL(CYCLOPROPYL)AMINO]METHYL)-2-FLUOROPHENYL)BORANEDIOL C(CCC)N(C1CC1)CC=1C=CC(=C(C1)B(O)O)F